ClC=1C=C(CN2C=3N(CCC2=O)N=C(N3)C=3C(=NC=NC3OC)C3CC3)C=CC1C1=NC=CC=C1OC 4-(3-chloro-4-(3-methoxypyridin-2-yl)benzyl)-2-(4-cyclopropyl-6-methoxypyrimidin-5-yl)-6,7-dihydro-[1,2,4]triazolo[1,5-a]pyrimidin-5(4H)-one